Ethyl 7-(isopropylamino)-2-(pyridin-3-yl)pyrazolo[1,5-a]pyrimidine-6-carboxylate C(C)(C)NC1=C(C=NC=2N1N=C(C2)C=2C=NC=CC2)C(=O)OCC